OCCC1CNCCN1 3-hydroxyethyl-piperazine